C1(CC1)COC=1C(=CC(=NC1)CC(=O)N)NC1=NC(=NC(=C1)C)C(C)(F)F (5-(cyclopropylmethoxy)-4-((2-(1,1-difluoroethyl)-6-methylpyrimidin-4-yl)amino)pyridin-2-yl)acetamide